4-methyl-6-(tributylstannyl)pyridin-3-amine CC1=C(C=NC(=C1)[Sn](CCCC)(CCCC)CCCC)N